2-amino-6-((R)-1-(5-chloro-[1,1'-biphenyl]-2-yl)-2,2,2-trifluoroeth-oxy)pyrimidin-4-yl-2,8-diazaspiro[4.5]decane-3-carboxylic acid NC1=NC(=CC(=N1)C1NC(CC12CCNCC2)C(=O)O)O[C@@H](C(F)(F)F)C2=C(C=C(C=C2)Cl)C2=CC=CC=C2